3-(4-chlorophenyl)-2-fluoro-1-(4-(6-(1-methyl-1H-pyrazol-4-yl)pyrazolo[1,5-a]pyridin-3-yl)piperazin-1-yl)propan-1-one ClC1=CC=C(C=C1)CC(C(=O)N1CCN(CC1)C=1C=NN2C1C=CC(=C2)C=2C=NN(C2)C)F